N-(3-chloro-5-(methylsulfonamido)phenyl)-5-methyl-1-(pyridin-2-yl)-1H-pyrrole-3-carboxamide ClC=1C=C(C=C(C1)NS(=O)(=O)C)NC(=O)C1=CN(C(=C1)C)C1=NC=CC=C1